OC1=CC=C(C=C1)CCC(=O)SCCNC(CCNC([C@@H](C(COP(OP(OC[C@@H]1[C@H]([C@H]([C@@H](O1)N1C=NC=2C(N)=NC=NC12)O)OP(=O)(O)O)(=O)O)(=O)O)(C)C)O)=O)=O p-hydroxyphenylpropionyl-coenzyme A